FC(C(=O)O)(F)F.FC(C1=NN=C(O1)C=1C=CC(=NC1)CN1C(C2=CC(=CC=C2C(C1=O)(C)C)N1CCNCC1)=O)F 2-((5-(5-(difluoromethyl)-1,3,4-oxadiazole-2-yl)pyridine-2-yl)methyl)-4,4-dimethyl-7-(piperazine-1-yl)isoquinoline-1,3(2H,4H)-dione 2,2,2-trifluoroacetate